S1C(=NC2=C1C=CC=C2)NC(=O)C=2C=CC=C1CCN(CC21)C=2SC(=C(N2)C(=O)O)CCCOC2=C(C=C(C=C2)C#CCN(C)C)F 2-[8-(1,3-benzothiazol-2-ylcarbamoyl)-3,4-dihydro-1H-isoquinolin-2-yl]-5-[3-[4-[3-(dimethylamino)prop-1-ynyl]-2-fluoro-phenoxy]propyl]thiazole-4-carboxylic acid